COC(C1CCN(CC1)C1=CC=C(C=C1)I)OC 4-(dimethoxymethyl)-1-(4-iodophenyl)piperidine